4-bromo-1-(2-methyl-5-nitrophenyl)-1H-pyrazole BrC=1C=NN(C1)C1=C(C=CC(=C1)[N+](=O)[O-])C